(E)-3-(1H-indol-3-yl)-1-(2,6-dimethoxypyridin-4-yl)-2-methylpropan-2-en-1-one N1C=C(C2=CC=CC=C12)/C=C(/C(=O)C1=CC(=NC(=C1)OC)OC)\C